octyl-diethoxymethoxysilane thiodiethylenebis[3-(3,5-di-tert-butyl-4-hydroxyphenyl)-propionate] S(CCC(C(=O)O)CC1=CC(=C(C(=C1)C(C)(C)C)O)C(C)(C)C)CCC(C(=O)O)CC1=CC(=C(C(=C1)C(C)(C)C)O)C(C)(C)C.C(CCCCCCC)[SiH2]OC(OCC)OCC